C1(=CC=CC=C1)C1(CCCC1)C(=O)O 1-phenyl-1-cyclopentyl-carboxylic acid